C(C)(=O)C12CCC(CC1)(C2)C(=O)OC methyl 4-acetylbicyclo[2.2.1]heptane-1-carboxylate